(S)-4-((R)-2-((4-(2-chloro-4-fluorophenyl)-1-oxo-1,2-dihydroisoquinolin-7-yl)oxy)propanoyl)morpholine-3-carboxylate ClC1=C(C=CC(=C1)F)C1=CNC(C2=CC(=CC=C12)O[C@@H](C(=O)N1[C@@H](COCC1)C(=O)[O-])C)=O